[N].[Fe].[Sm] samarium iron nitrogen